OC1=CC(N2C3=C(C=CC=C13)OCC2)=O 7-hydroxyl-2,3-dihydro-5H-[1,4]oxaazino[2,3,4-ij]quinolin-5-one